6-fluoro-2-methyl-3-(4,4,5,5-tetramethyl-1,3,2-dioxaborolan-2-yl)aniline FC1=CC=C(C(=C1N)C)B1OC(C(O1)(C)C)(C)C